ClC=1C=C(C=CC1)N1CCN(CC1)CC1=CC=C(C(=O)NO)C=C1 4-((4-(3-chlorophenyl)piperazin-1-yl)methyl)-N-hydroxybenzoamide